[N+](=O)([O-])C=1C=C2C=NC=NC2=C(C1Br)F 6-nitro-7-bromo-8-fluoro-quinazoline